ClC1=C(C(=CC=C1)Cl)C(C(CC)O)O 1-(2,6-dichlorophenyl)-1,2-butanediol